C(C)N1C=NC2=C1C=CC(=C2)O 1-ethyl-1H-benzo[d]imidazol-5-ol